FC=1C=C(C=NC1)C=1C(=C(C=CC1)C#N)N1CCC(CC1)C1=CN=CN1C 3-(5-Fluoropyridin-3-yl)-2-[4-(1-methylimidazol-5-yl)hexahydropyridin-1-yl]benzene-1-carbonitrile